ethyl 2-[3-(1,2-dimethylpyrrol-3-yl)pyrazolo[1,5-a]pyridin-5-yl]oxazole-4-carboxylate CN1C(=C(C=C1)C=1C=NN2C1C=C(C=C2)C=2OC=C(N2)C(=O)OCC)C